[Si](C)(C)(C(C)(C)C)OCC1=NC=CC=C1C(=O)O 2-[[(tert-butyldimethylsilyl)oxy]methyl]pyridine-3-carboxylic acid